FC(CN1C(=NC2=C1C=C(C=C2F)C2=CNC=1N=C(N=C(C12)OC)NC1CC(C1)(C(=O)N(C)C)C)C)F 3-((5-(1-(2,2-difluoroethyl)-4-fluoro-2-methyl-1H-benzo[d]imidazol-6-yl)-4-methoxy-7H-pyrrolo[2,3-d]pyrimidin-2-yl)amino)-N,N,1-trimethylcyclobutane-1-carboxamide